ClC=1C=CC(=C(C1)C1=NN(C=C1NC(=O)C=1C=NN2C1N=CC=C2)C[C@@H]([C@H](C)O)O)OC N-(3-(5-chloro-2-methoxyphenyl)-1-((2S,3S)-2,3-dihydroxybutyl)-1H-pyrazol-4-yl)pyrazolo[1,5-a]pyrimidine-3-carboxamide